2,5-bis(9-fluorenylidene)-2,5-dihydrothiophene C1=CC=CC=2C3=CC=CC=C3C(C12)=C1SC(C=C1)=C1C2=CC=CC=C2C=2C=CC=CC12